7-chloro-4-(2-methyl-2H-indazol-5-yl)-1-(2-methylpyridin-3-yl)-4,5-dihydropyrrolo[2,3,4-de]quinazolin-2(1H)-one ClC=1C=C2C=3C(=NC(N(C3C1)C=1C(=NC=CC1)C)=O)N(C2)C2=CC1=CN(N=C1C=C2)C